FC=1C=C(C=CC1OCC1COC1)N1N=NC(=C1)CO {1-[3-fluoro-4-(oxetan-3-ylmethoxy)-phenyl]-1H-[1,2,3]Triazol-4-yl}-methanol